N12C=CCC2=NC=C1 1,6-diazabicyclo[3.3.0]octa-2,5,7-triene